4-isopropyl-2-methylcyclohex-1-ene-1-carboxylic acid C(C)(C)C1CC(=C(CC1)C(=O)O)C